ClC1=CC=2N(C(OCC2C=N1)=O)C 7-chloro-1-methyl-4H-pyrido[4,3-d][1,3]Oxazin-2-one